N-[2-(5-Hydroxy-3-Methoxy-1H-indol-3-yl)ethyl]acetamide OC=1C=C2C(CNC2=CC1)(OC)CCNC(C)=O